BrC=1C(=NC=CC1)C1(CN(C1)C(=O)OC(C)(C)C)C(=O)O 3-(3-Bromopyridin-2-yl)-1-Boc-azetidine-3-carboxylic acid